5-fluoromethyl-5-{4-[4-(5-methylpyridin-2-ylamino)piperidine-1-carbonyl]phenyl}imidazolidine-2,4-dione FCC1(C(NC(N1)=O)=O)C1=CC=C(C=C1)C(=O)N1CCC(CC1)NC1=NC=C(C=C1)C